ClC1=C(C(=O)C2=CNC3=C2C2=C(NC(C4(N2)CN(CCC4)C(=O)O)=O)C=N3)C=CC(=C1)OC1=CC=CC=C1.BrCCOCOC 1-Bromo-2-(methoxymethyloxy)ethane 9'-(2-Chloro-4-phenoxybenzoyl)-3'-oxo-1',3',4',7'-tetrahydrospiro[piperidine-3,2'-pyrrolo[3',2':5,6]pyrido[3,4-b]pyrazine]-1-carboxylate